C(C=C)(=O)N Acrylamide